N1=C(C=CC=C1)SSCCCO 3-(2-pyridyldithio)propanol